[N-](S(=O)(=O)C(F)(F)F)S(=O)(=O)C(F)(F)F.C(CC)[N+]1(CCCCC1)C 1-n-propyl-1-methylpiperidinium bis(trifluoromethanesulfonyl)imide